7-isopentenoxy-3'-chloro-flavonol C(=CC(C)C)OC1=CC=C2C(C(=C(OC2=C1)C1=CC(=CC=C1)Cl)O)=O